(S)-3-(4-(2-((1-(4-((1R,2S)-6-hydroxy-2-phenyl-1,2,3,4-tetrahydronaphthalen-1-yl)phenyl)piperidin-4-yl)methyl)-2,8-diazaspiro[4.5]decan-8-yl)phenyl)piperidine-2,6-dione OC=1C=C2CC[C@@H]([C@@H](C2=CC1)C1=CC=C(C=C1)N1CCC(CC1)CN1CC2(CC1)CCN(CC2)C2=CC=C(C=C2)[C@H]2C(NC(CC2)=O)=O)C2=CC=CC=C2